(E,Z)-5-(3,5-dimethoxy-4-(2-methoxyvinyl)phenyl)-3,4-dimethyl-1-propylpyridin-2(1H)-one COC=1C=C(C=C(C1\C=C\OC)OC)C=1C(=C(C(N(C1)CCC)=O)C)C